N4-(tert-butyl)-7-methoxypyrido[3,2-d]pyrimidine-2,4-diamine C(C)(C)(C)NC=1C2=C(N=C(N1)N)C=C(C=N2)OC